FC1=CC=C(C=C1)C=1N=C(N2C1C1=CC(=C(C=C1CC2)OC)C=2N=NN(N2)C)C(=O)N2[C@](CCC2)(C#N)C (R)-1-(1-(4-fluorophenyl)-8-methoxy-9-(2-methyl-2H-tetrazol-5-yl)-5,6-dihydroimidazo[5,1-a]isoquinoline-3-carbonyl)-2-methylpyrrolidine-2-carbonitrile